6-cyclopropoxy-N-(4-methoxybenzyl)pyrazin-2-amine C1(CC1)OC1=CN=CC(=N1)NCC1=CC=C(C=C1)OC